ClC1=C(C=2C(=NC=CC2)N1COCC[Si](C)(C)C)C1=C(C=C(C(=N1)N1C[C@H](NCC1)[C@@](C)(C(C)C)O)F)F (R)-2-((S)-4-(6-(2-chloro-1-((2-(trimethylsilyl)ethoxy)methyl)-1H-pyrrolo[2,3-b]pyridin-3-yl)-3,5-difluoropyridin-2-yl)piperazin-2-yl)-3-methylbutan-2-ol